C(C)C([C@@](C(=O)O)(N)CC)CC(=O)O.N1(N=CN=C1)CC(CC)O 1-(1H-1,2,4-triazol-1-yl)butan-2-ol diethyl-(2S)-2-aminopentanedioate